6-hydroxy-2-(2-(3-methoxyazetidin-1-yl)-2-oxoethyl)-1-methyl-3-oxo-3,8,9,10-tetrahydropyrano[3,2-f]chromene-5-carbaldehyde OC1=C(C2=C(C=3CCCOC13)C(=C(C(O2)=O)CC(=O)N2CC(C2)OC)C)C=O